FCC(=O)N FLUOROACETAMIDE